O[C@H]1[C@H](OC[C@@H]([C@H]1O)NC1=NC(=CN=C1)C(F)(F)F)COCCOCCOCCOCCNC(CC)=O N-(1-((2R,3R,4R,5S)-3,4-dihydroxy-5-((6-(trifluoromethyl)pyrazin-2-yl)amino)tetrahydro-2H-pyran-2-yl)-2,5,8,11-tetraoxatridecan-13-yl)propanamide